BrC=1C=C2C(=NC1)N=C(N2CC=2OC(=NN2)C(C)F)C 2-((6-bromo-2-methyl-1H-imidazo[4,5-b]pyridin-1-yl)methyl)-5-(1-fluoroethyl)-1,3,4-oxadiazole